FC1=CC=C(C=C1)CCCNC1CCN(CC1)C=1C2=C(N=CN1)C(=CS2)C#C[Si](C)(C)C N-[3-(4-Fluorophenyl)propyl]-1-[7-(2-trimethylsilylethynyl)thieno[3,2-d]pyrimidin-4-yl]-4-piperidylamine